C(C1=CC=CC=C1)N1C(N(C=2C1=NC=CC2)CC2CCC(CC2)NC(C2=C(N=CC(=C2)Cl)C)=O)=O N-((1r,4r)-4-((3-benzyl-2-oxo-2,3-dihydro-1H-imidazo[4,5-b]pyridin-1-yl)methyl)cyclohexyl)-5-chloro-2-methylnicotinamide